2-(4-tert-butyl-N-[(2S)-2-methoxycarbonylpyrrolidine-1-carbonyl]anilino)-2-(5-fluoro-3-pyridyl)acetic acid C(C)(C)(C)C1=CC=C(N(C(=O)N2[C@@H](CCC2)C(=O)OC)C(C(=O)O)C=2C=NC=C(C2)F)C=C1